4-methylpyridazin CC1=CN=NC=C1